C(CCCCCCCCCCC\C=C/CCCCCCCC)(=O)OCCCCCCCCCCCC\C=C/CCCCCCCC erucyl alcohol erucate